N,N'-dioleoyl-sebacamide C(CCCCCCC\C=C/CCCCCCCC)(=O)NC(CCCCCCCCC(=O)NC(CCCCCCC\C=C/CCCCCCCC)=O)=O